COC(CNS(=O)(=O)C1=CC=C(C=C1)C#N)=O 2-(4-cyanophenylsulfonylamino)acetic acid methyl ester